(R)-2-((6-fluoro-2-methylpyridin-3-yl)oxy)-4-methyl-N-(3-(S-methylamino-sulfinyl)phenyl)-5-(trifluoromethyl)nicotinamide FC1=CC=C(C(=N1)C)OC1=C(C(=O)NC2=CC(=CC=C2)[S@@](=O)NC)C(=C(C=N1)C(F)(F)F)C